tert-Butyl 5-methylpiperidin-3-ylcarbamate CC1CC(CNC1)NC(OC(C)(C)C)=O